CC(CCN)C(C)N 3-methyl-1,4-pentanediamine